(1R)-2-(4-{6-chloro-2-[(1-cyclopropyl-5-methyl-1H-pyrazol-4-yl)amino]quinazolin-7-yl}piperidin-1-yl)-1-(4-fluorophenyl)ethan-1-ol ClC=1C=C2C=NC(=NC2=CC1C1CCN(CC1)C[C@H](O)C1=CC=C(C=C1)F)NC=1C=NN(C1C)C1CC1